C[C@@H]1COCCN1C1=CC(=CC(=N1)C(C)(C)O)B1OC(C(O1)(C)C)(C)C (R)-2-(6-(3-methylmorpholino)-4-(4,4,5,5-tetramethyl-1,3,2-dioxaborolan-2-yl)pyridin-2-yl)propan-2-ol